(5-{[2-(4-Chlorophenyl)imidazo[1,2-a]pyrimidin-3-yl]methyl}-2,5-diazabicyclo[2.2.2]-oct-2-yl)(3-fluoro-6-methoxypyridin-2-yl)methanon ClC1=CC=C(C=C1)C=1N=C2N(C=CC=N2)C1CN1C2CN(C(C1)CC2)C(=O)C2=NC(=CC=C2F)OC